(3R,4S)-4-fluoro-1-(3,3,3-trifluoro-2,2-dimethylpropanoyl)pyrrolidin F[C@H]1CCN(C1)C(C(C(F)(F)F)(C)C)=O